NC1=C(N=C2N1C=NC1=C2C(=CN1C1=C(C(=CC=C1C)O)C)C(=O)N)C1CC1 amino-7-(3-hydroxy-2,6-dimethylphenyl)-2-cyclopropyl-7H-imidazo[1,2-c]pyrrolo[3,2-e]pyrimidine-9-carboxamide